2,6-diphenyl-8-(2-phenylphenyl)-9H-purine C1(=CC=CC=C1)C1=NC(=C2N=C(NC2=N1)C1=C(C=CC=C1)C1=CC=CC=C1)C1=CC=CC=C1